C1(=CC=CC2=CC=CC=C12)CCN (1-Naphthyl)ethylamine